O[C@H](CC(=O)OC(C)(C)C)C tert-butyl (S)-(2-hydroxypropyl)formate